4H-1,3-oxazin-6(5H)-one O1C=NCCC1=O